N[C@@H]1[C@@H](OCC12CCN(CC2)C=2N=CC(=NC2)SC=2C(=C1C(N(C=NC1=CC2)C(C(C)(C)OC)F)=O)Cl)C 6-((5-((3S,4S)-4-amino-3-methyl-2-oxa-8-azaspiro[4.5]decan-8-yl)pyrazin-2-yl)thio)-5-chloro-3-(1-fluoro-2-methoxy-2-methylpropyl)quinazolin-4(3H)-one